ClC=1C=C(C=NC1N1N=CC=N1)NC(=O)[C@@H]1C[C@@](C2=C1C=NC=1N2N=C(C1)F)(C1=CC=NN1C)C (6R,8R)-N-(5-chloro-6-(2H-1,2,3-triazol-2-yl)pyridin-3-yl)-2-fluoro-8-methyl-8-(1-methyl-1H-pyrazol-5-yl)-7,8-dihydro-6H-cyclopenta[e]pyrazolo[1,5-a]pyrimidine-6-carboxamide